ethyl (S)-4-(4-((benzyloxy)carbonyl)-3-(cyanomethyl)piperazin-1-yl)-7-(8-methylnaphthalen-1-yl)-5,6,7,8-tetrahydro-1,7-naphthyridine-2-carboxylate C(C1=CC=CC=C1)OC(=O)N1[C@H](CN(CC1)C1=CC(=NC=2CN(CCC12)C1=CC=CC2=CC=CC(=C12)C)C(=O)OCC)CC#N